allyloxy glycidyl ether C(C1CO1)OOCC=C